NC([C@H](C)NC1=CC(=NC(=N1)C=1C=C2C=CN(C2=CC1)CC(C)C)C(=O)N)=O (S)-6-((1-amino-1-oxopropan-2-yl)amino)-2-(1-isobutyl-1H-indol-5-yl)pyrimidine-4-carboxamide